CNCCC1=CC=C(C=C1)OC N-methyl-p-methoxyphenethylamine